C(C)C1OC(C=C(C1(C)C)C)CC 2,6-diethyl-3,3,4-trimethyl-3,6-dihydro-2H-pyran